N=C1N(C(OC1[C@H](C[C@H]1C(NCC1)=O)NC([C@H](CC(C)C)NC(=O)C=1NC2=CC=CC(=C2C1)OC)=O)=O)C(C)C N-((2S)-1-(((1S)-1-(4-imino-3-isopropyl-2-oxooxazolidin-5-yl)-2-((S)-2-oxopyrrolidin-3-yl)ethyl)amino)-4-methyl-1-oxopentan-2-yl)-4-methoxy-1H-indole-2-carboxamide